BrC1=C(C=CC=C1C)OCOC 2-bromo-1-(methoxymethoxy)-3-methylbenzene